1-((1r,4r)-4-aminocyclohexyl)-3-(4-(4-fluoro-2-methoxyphenyl)pyridin-2-yl)urea NC1CCC(CC1)NC(=O)NC1=NC=CC(=C1)C1=C(C=C(C=C1)F)OC